5-(4-(Methylsulfonyl)-3-(2-phenylethynyl)phenoxy)-1H-1,2,3-triazole-4-carboxylic acid CS(=O)(=O)C1=C(C=C(OC2=C(N=NN2)C(=O)O)C=C1)C#CC1=CC=CC=C1